CC1OC(CC(C1)(C(=O)O)C)C 2,4,6-trimethyltetrahydro-2H-pyran-4-carboxylic acid